BrC1=C(C(=O)NCC=C)C(=CC=C1)OC(F)F 2-bromo-6-(difluoromethoxy)-N-(2-propenyl)benzamide